ClC=1C=C2C(=CC(=NC2=CC1)C(F)(F)F)N[C@@H]1C[C@@H](CCC1)NC(=O)C=1C(=NN(C1)C)C N-[(1R,3S)-3-{[6-chloro-2-(trifluoromethyl)quinolin-4-yl]amino}cyclohexyl]-1,3-dimethyl-1H-pyrazole-4-carboxamide